P(=O)(OCC(=O)C1=CNC2=CC=CC=C12)(OCC)OCC [2-(indole-3-yl)-2-oxo-ethyl] diethyl phosphate